ClC1=C(C=CC=C1)[C@@H](C)OC(=O)NC=1C(=NOC1C1=CC=C(C(=N1)C)O[C@@H]1C[C@H](CCC1)C(=O)O)C (1S,3S)-3-((6-(4-((((R)-1-(2-chlorophenyl)ethoxy)carbonyl)amino)-3-methylisoxazol-5-yl)-2-methylpyridin-3-yl)oxy)cyclohexane-1-carboxylic acid